C(C)(C)(C)OC(NCC(CN(C)CC1=CC=CC=C1)O)=O.FC1=C(C=CC=C1)CC(=O)N1[C@H](C2=CC=CC(=C2C[C@@H]1CO)C=1C=NNC1)C 2-(2-fluorophenyl)-1-((1s,3r)-3-(hydroxymethyl)-1-methyl-5-(1H-pyrazol-4-yl)-3,4-dihydroisoquinolin-2(1H)-yl)ethan-1-one tert-Butyl-N-{3-[benzyl(methyl)amino]-2-hydroxypropyl}carbamate